C(C)(=O)OCCCCCCCCCC\C=C/CCC (Z)-pentadec-11-en-1-yl acetate